NC[C@H]1CN(CCO1)C1=NC=NC=C1OC1=C(C(=O)N(C(C)C)CC)C=C(C=C1)F (S)-2-((4-(2-(Aminomethyl)morpholinyl)pyrimidin-5-yl)oxy)-N-ethyl-5-fluoro-N-isopropyl-Benzamide